N-(3-hydroxy-2-oxopropyl)-2-methyl-5-((4-methylthiazol-5-yl)methoxy)benzofuran-3-carboxamide OCC(CNC(=O)C1=C(OC2=C1C=C(C=C2)OCC2=C(N=CS2)C)C)=O